(3-(1-phenylpropan-2-yl)-1,2,3-oxadiazol-3-ium-5-yl)((4-(trifluoromethyl)pyridin-2-yl)carbamoyl)amide C1(=CC=CC=C1)CC(C)[N+]1=NOC(=C1)[N-]C(NC1=NC=CC(=C1)C(F)(F)F)=O